4-(m-methylphenoxy)phenylhydrazine CC=1C=C(OC2=CC=C(C=C2)NN)C=CC1